C(CCC)[Si](C=1C=C(C=CC1)P(N(P(C1=CC(=CC=C1)[Si](CCCC)(CCCC)CCCC)C1=C(C=CC=C1)F)CCCC)C1=CC(=CC=C1)[Si](CCCC)(CCCC)CCCC)(CCCC)CCCC N-(bis(3-(tributylsilyl)phenyl)phosphaneyl)-N-butyl-1-(2-fluorophenyl)-1-(3-(tributylsilyl)phenyl)phosphanamine